2'-chloro-N-(5-((1r,4r)-4-(difluoromethyl)cyclohexane-1-carbonyl)-5,6-dihydro-4H-pyrrolo[3,4-d]thiazol-2-yl)-5'-methoxy-6-methyl-[4,4'-bipyridine]-3-carboxamide ClC1=NC=C(C(=C1)C1=C(C=NC(=C1)C)C(=O)NC=1SC2=C(N1)CN(C2)C(=O)C2CCC(CC2)C(F)F)OC